S1C=C(C=C1)C1=NN2C(=NC=3C=CC=CC3C2=N1)NC=1C(N=CC=CC1)=O (3S)-3-{[2-(thien-3-yl)[1,2,4]triazolo[1,5-c]quinazolin-5-yl]amino}azepin-2-one